Toluene-fumaric acid monosodium salt [Na+].C(C1=CC=CC=C1)\C(=C/C(=O)[O-])\C(=O)O